(R)-N-(1-(1-(2,2-difluoroethyl)piperidin-4-yl)ethyl)-5-(4-(trifluoromethyl)phenoxy)-2-naphthamide FC(CN1CCC(CC1)[C@@H](C)NC(=O)C1=CC2=CC=CC(=C2C=C1)OC1=CC=C(C=C1)C(F)(F)F)F